2-(1-methyl-1H-1,2,3-triazol-5-yl)(5-methyl-2-((1-methyl-1H-pyrazol-5-yl)amino)pyrimidin-4-yl)oxazole-2-carboxamide CN1N=NC=C1C1(OC=C(N1)C1=NC(=NC=C1C)NC1=CC=NN1C)C(=O)N